bis(1,4-dimethylpentyl)-para-phenylenediamine CC(CCC(C)C)NC1=CC=C(C=C1)NC(CCC(C)C)C